C(C)(C)(C)OC(=O)N1CCC(CC1)C(=O)N1CC2=CC=CC=C2C1 4-(isoindoline-2-carbonyl)piperidine-1-carboxylic acid tert-butyl ester